3-(2-methyl-4-(1-(5-(trifluoromethoxy)pyridin-2-yl)-1H-1,2,4-triazol-3-yl)phenyl)urea CC1=C(C=CC(=C1)C1=NN(C=N1)C1=NC=C(C=C1)OC(F)(F)F)NC(N)=O